OCC(NCC(=O)O)(CO)CO N-[tris(hydroxymethyl)methyl]aminoacetic acid